methyl (R)-2-((tert-butoxycarbonyl) amino)-5-iodovalerate C(C)(C)(C)OC(=O)N[C@@H](C(=O)OC)CCCI